amino-3-hydroxy-5-methyl-4-isoxazole-propionic acid NC(C(=O)O)CC=1C(=NOC1C)O